COC=1C=C2C(=CC=NC2=CC1OC)NC1CCN(CC1)C1CCN(CC1)C 6,7-dimethoxy-N-(1'-methyl-[1,4'-bipiperidin]-4-yl)quinolin-4-amine